COC(=O)C=1C(=CSC1)C(=O)O 4-(methoxycarbonyl)thiophene-3-carboxylic acid